CN1CCN(CC1)C1=CC=CC2=C1SC(=C2)C(=O)OCC Ethyl 7-(4-methylpiperazin-1-yl)benzo[b]thiophene-2-carboxylate